C(CCC)O[Ti](C(COCC)=O)(C(COCC)=O)OCCCC di-n-butoxydi(ethoxyacetyl)titanium